BrC=1C=C(SC1)[C@@H](N[S@@](=O)C(C)(C)C)C1=CC=CC=C1 (S)-N-((S)-(4-bromothiophen-2-yl)(phenyl)methyl)-2-methylpropane-2-sulfinamide